C(C)(C)(C)OC(=O)N1CCC(CC1)C=1C=CN2N=CNC(C21)=O.C(C2=CC=CC=C2)OC2=C(C(=CC=C2)CCCCCCCCCCCCCCC)C(=O)C2=C(C=CC=C2)OCC2=CC=CC=C2 [2-(benzyloxy)-6-pentadecylphenyl](2-benzyloxyphenyl)methanone tert-butyl-4-(4-oxo-3,4-dihydropyrrolo[2,1-f][1,2,4]triazin-5-yl)piperidine-1-carboxylate